O=C1NC(CCC1C=1C=C(NCC2CCN(CC2)C(=O)OC(C)(C)C)C=CC1)=O tert-butyl 4-[[3-(2,6-dioxo-3-piperidyl)anilino]methyl]piperidine-1-carboxylate